C(CCCCCCC)OC(C1=C(C(=NC(=C1C)CC1=CC(=CC=C1)OC1=CC=CC=C1)CCC)O)=O 3-hydroxy-5-methyl-6-(3-phenoxybenzyl)-2-propylisonicotinic acid octyl ester